Methyl (E)-3-(4-chloropyridin-2-yl)acrylate ClC1=CC(=NC=C1)/C=C/C(=O)OC